C1(CC1)C1=CC(=NN1)NCC1=C(C=C(C=C1)OC)OC 5-cyclopropyl-N-[(2,4-dimethoxyphenyl)methyl]-1H-pyrazol-3-amine